CN1N=C2C=NC=CC2=C1 2-methylpyrazolo[3,4-c]pyridin